7'-((1R,3R)-3-hydroxycyclohexyl)-2'-((3-(tetrahydrofuran-3-yl)-1H-pyrazol-4-yl)amino)spiro[cyclopropane-1,5'-pyrrolo[2,3-d]pyrimidin]-6'(7'H)-one O[C@H]1C[C@@H](CCC1)N1C(C2(C3=C1N=C(N=C3)NC=3C(=NNC3)C3COCC3)CC2)=O